FC=1C=C(C=C(C1)F)NC(=O)N (3,5-difluorophenyl)urea